C1=CC(=CC=C1F)I p-fluoroiodobenzene